methyl (S)-2-(6-(5-cyano-6-(2-methylazetidin-1-yl)-4-(Trifluoromethyl)pyridin-2-yl)-2,6-diazaspiro[3.3]heptan-2-yl)acetate C(#N)C=1C(=CC(=NC1N1[C@H](CC1)C)N1CC2(CN(C2)CC(=O)OC)C1)C(F)(F)F